ClC=1C=C2C(CNC2=CC1Cl)=C1NC2=CC=CC=C2C1 5',6'-dichloro-[2,3'-biindolinylidene]